N-acetoxy-N-benzyl-2,2-dimethylbutanamide C(C)(=O)ON(C(C(CC)(C)C)=O)CC1=CC=CC=C1